ClC1=CC=C(CN2N=C(C=CC2=O)C2=CC=C(C=C2)F)C=C1 2-(4-chlorobenzyl)-6-(4-fluorophenyl)pyridazin-3(2H)-one